C1(=CC=CC=C1)S(=O)(=O)C1=C(C=CC=C1)S(=O)(=O)[O-].[Ca+2].C(#N)C1=C(C=CC=C1)C1=CC=C(C=C1)CF.C1(=CC=CC=C1)S(=O)(=O)C1=C(C=CC=C1)S(=O)(=O)[O-] 2-cyano-4'-fluoromethyl-biphenyl calcium benzenesulfonyl-benzenesulfonate